C(#N)[C@H](C[C@H]1C(NCCC1)=O)NC([C@H](CC1CC1)NC([C@H](CC1=CC=CC2=CC=CC=C12)NC(=O)C1=NOC(=C1)C)=O)=O N-((S)-1-(((S)-1-(((S)-1-cyano-2-((S)-2-oxopiperidin-3-yl)ethyl)amino)-3-cyclopropyl-1-oxopropan-2-yl)amino)-3-(naphthalen-1-yl)-1-oxopropan-2-yl)-5-methylisoxazole-3-carboxamide